5-fluoro-4-(trifluoromethyl)-1H-indazole FC=1C(=C2C=NNC2=CC1)C(F)(F)F